2-butyl-ε-caprolactone C(CCC)C1C(=O)OCCCC1